lithium 5-(pyridin-2-yl)-1H-pyrazole-3-carboxylate N1=C(C=CC=C1)C1=CC(=NN1)C(=O)[O-].[Li+]